1-amino-2-((benzyl(methyl)amino)methyl)-5-(2-boronoethyl)cyclohexane-1-carboxylic acid NC1(C(CCC(C1)CCB(O)O)CN(C)CC1=CC=CC=C1)C(=O)O